methylethyl-aniline ethyl-1-(2-ethoxy-2-oxoethyl)-4-methylpiperidine-4-carboxylate C(C)OC(=O)C1(CCN(CC1)CC(=O)OCC)C.CN(C1=CC=CC=C1)CC